N5-((4-fluorophenyl)amino)-L-glutamine FC1=CC=C(C=C1)NNC(CC[C@H](N)C(=O)O)=O